3-[4-[1-(2,6-Dioxopiperidin-3-yl)-3-methyl-2-oxo-1,3-benzodiazol-5-yl]piperidin-1-yl]propanoic acid O=C1NC(CCC1N1C(N(C2=C1C=CC(=C2)C2CCN(CC2)CCC(=O)O)C)=O)=O